(1r,4r)-4-((4-(2-(tert-butyl)-4-(3-((2,6-difluorophenyl)sulfonamido)-2-fluorophenyl)thiazol-5-yl)pyrimidin-2-yl)amino)cyclohexane-1-carboxylic acid C(C)(C)(C)C=1SC(=C(N1)C1=C(C(=CC=C1)NS(=O)(=O)C1=C(C=CC=C1F)F)F)C1=NC(=NC=C1)NC1CCC(CC1)C(=O)O